6-{8-[(2-cyano-2-methylideneethyl)amino]-7-methoxynaphthalen-2-yl}-N-[(3R,4R)-3-fluoro-1-methylpiperidin-4-yl]pyridine-2-carboxamide C(#N)C(CNC=1C(=CC=C2C=CC(=CC12)C1=CC=CC(=N1)C(=O)N[C@H]1[C@@H](CN(CC1)C)F)OC)=C